C(\C=C\C1=CC(=CC=C1)O)(=O)O trans-m-coumaric acid